3H-Hypoxanthine N1=CNC=2N=CNC2C1=O